5-propanoyl-3-(1,2,3,4,5,8-hexahydroindolizin-7-yl)pyrrolo[3,2-b]pyridine suberate C(CCCCCCC(=O)O)(=O)O.C(CC)(=O)C1=CC=C2C(=N1)C(=CN2)C2=CCN1CCCC1C2